COC1=C(C=C(C(=C1)OC1=CC2=C(N(N=N2)C)C=C1)C)NC=1C2=C(N=CN1)C=CC(=N2)N2CC1CCC(C2)N1C(C=C)=O 1-(3-(4-((2-methoxy-5-methyl-4-((1-methyl-1H-benzo[d][1,2,3]triazol-5-yl)oxy)phenyl)amino)pyrido[3,2-d]pyrimidin-6-yl)-3,8-diazabicyclo[3.2.1]octan-8-yl)prop-2-en-1-one